5-(4-(4-(2,6-dioxopiperidin-3-yl)-3,5-difluorophenyl)piperidin-1-yl)pyrazine-2-carbaldehyde O=C1NC(CCC1C1=C(C=C(C=C1F)C1CCN(CC1)C=1N=CC(=NC1)C=O)F)=O